Benzyl acetate C(C)(=O)OCC1=CC=CC=C1